C(#C)C1=CC(N(C=2N=C(N=CC21)NC2=C(C=C(C(=C2)C=2C=NN(C2)C)N2CCOCC2)OC)C)=O 5-ethynyl-2-((2-methoxy-5-(1-methyl-1H-pyrazol-4-yl)-4-morpholinophenyl)amino)-8-methylpyrido[2,3-d]pyrimidin-7(8H)-one